ethyl-2-methyl-3(2H)-furanone C(C)C1(OC=CC1=O)C